N-((2S,3S,4R)-3,4-Dihydroxy-1-(((2S,3R,4S,5R,6R)-3,4,5-trihydroxy-6-(hydroxymethyl)tetrahydro-2H-pyran-2-yl)oxy)octadecan-2-yl)octanamide O[C@@H]([C@H](CO[C@H]1O[C@@H]([C@@H]([C@@H]([C@H]1O)O)O)CO)NC(CCCCCCC)=O)[C@@H](CCCCCCCCCCCCCC)O